N-[(3R)-3-(4-chlorophenyl)-3-hydroxypropyl]-3-{2-acetamidoimidazo[1,2-b]pyridazin-6-yl}-5-fluoro-4-methylbenzamide ClC1=CC=C(C=C1)[C@@H](CCNC(C1=CC(=C(C(=C1)F)C)C=1C=CC=2N(N1)C=C(N2)NC(C)=O)=O)O